C(C)OC(C(C(C(=O)OCC)C(C)C)C(=O)C1CC1)=O 2-(Cyclopropylcarbonyl)-3-isopropyl-succinic acid diethyl ester